CC=1N=C2N(N=C(C=C2C)C(=O)NC2=NC=C(C3=CC=CC=C23)N2C[C@H](N([C@H](C2)C)C(=O)OC(C)(C)C)C)C1 tert-butyl (2R,6S)-4-[1-[(2,8-dimethylimidazo[1,2-b]pyridazine-6-carbonyl)amino]-4-isoquinolyl]-2,6-dimethyl-piperazine-1-carboxylate